C(C1=CC=CC=C1)OC(C(CCC(=O)O)=O)=O 5-(benzyloxy)-4,5-dioxopentanoic acid